5-(3-(2,2-difluoroethyl)-2-methyl-3H-imidazo[4,5-b]pyridin-5-yl)-N-((3s,4r)-4-fluoro-1-methylpyrrolidin-3-yl)pyrrolo[2,1-f][1,2,4]triazin-2-amine FC(CN1C(=NC=2C1=NC(=CC2)C=2C=CN1N=C(N=CC12)N[C@H]1CN(C[C@H]1F)C)C)F